C(=O)O.ClC=1C=C2CCCN(C2=C(C1)C1=C2C(=NC=C1)C=C(S2)CN2C(CCC2=O)=O)[C@H]2CN[C@H](C2)CO 1-((7-(6-chloro-1-((3R,5R)-5-(hydroxymethyl)pyrrolidin-3-yl)-1,2,3,4-tetrahydroquinolin-8-yl)thieno[3,2-b]pyridin-2-yl)methyl)pyrrolidine-2,5-dione, formic acid salt